CC(C)(C)C=1C=CC=2NC3=CC=CC=C3OC2C1 3-(1,1-dimethylethyl)-10H-Phenoxazine